2-Amino-7-butyl-9-((2R,3R,5S)-5-((R)-2-fluoro-1-hydroxyethyl)-3-hydroxytetrahydrofuran-2-yl)-7,9-dihydro-1H-purine-6,8-dione NC=1NC(C=2N(C(N(C2N1)[C@@H]1O[C@@H](C[C@H]1O)[C@H](CF)O)=O)CCCC)=O